FC=1C=C2CCC3(CC3)OC2=C(C1C1=C(C=NN1C)I)C#N 6-fluoro-7-(4-iodo-1-methylpyrazol-5-yl)spiro[chromane-2,1'-cyclopropane]-8-carbonitrile